The molecule is a saturated fatty acyl CoA(4-) obtained by deprotonation of the phosphate and diphosphate OH groups of triacontanoyl-CoA (melissoyl-CoA); major species at pH 7.3. It is a saturated fatty acyl-CoA(4-), a 3-substituted propionyl-CoA(4-) and an ultra-long-chain fatty acyl-CoA(4-). It is a conjugate base of a triacontanoyl-CoA. CCCCCCCCCCCCCCCCCCCCCCCCCCCCCC(=O)SCCNC(=O)CCNC(=O)[C@@H](C(C)(C)COP(=O)([O-])OP(=O)([O-])OC[C@@H]1[C@H]([C@H]([C@@H](O1)N2C=NC3=C(N=CN=C32)N)O)OP(=O)([O-])[O-])O